NC1=NC(=C2NC=NC2=N1)N (l)-2,6-Diaminopurine